Cl.COC(=O)C1CCC(CC1)N (1R,4R)-4-aminocyclohexane-1-carboxylic acid methyl ester hydrochloride